(2R,3R,11bR)-3-(2,2-dimethylpropyl)-9-[(3-fluorophenyl)methoxy]-10-methoxy-1H,2H,3H,4H,6H,7H,11bH-pyrido[2,1-a]isoquinolin-2-ol CC(C[C@H]1[C@@H](C[C@H]2N(CCC3=CC(=C(C=C23)OC)OCC2=CC(=CC=C2)F)C1)O)(C)C